(4Z)-4-(1,2,3-benzothiadiazol-6-ylmethylene)-2-(cyclohexylamino)-1H-imidazol-5-one S1N=NC2=C1C=C(C=C2)\C=C\2/N=C(NC2=O)NC2CCCCC2